(S)-4-(4-bromo-3-(1-methoxyethyl)-1H-pyrazol-1-yl)piperidine BrC=1C(=NN(C1)C1CCNCC1)[C@H](C)OC